FC(C(=O)O)(F)F.NC=1N=CC(=NC1N1CCN(CC1)C1=NC=CN=C1C#N)C=1C=C(C=CC1C)C(C(=O)N)(C(F)(F)F)O 2-(3-(5-amino-6-(4-(3-cyanopyrazin-2-yl)piperazin-1-yl)pyrazin-2-yl)-4-methylphenyl)-3,3,3-trifluoro-2-hydroxypropanamide trifluoroacetate